3-octanyl formate C(=O)OC(CC)CCCCC